N[C@@H]1C(N(CC1)C1=NC(=CC(=C1)C=1C=C(C=CC1C)NC(=O)N1C[C@@H](CC1)CC(F)(F)F)N1CCOCC1)=O (3S)-N-(3-[2-[(3S)-3-amino-2-oxopyrrolidin-1-yl]-6-(morpholin-4-yl)pyridin-4-yl]-4-methylphenyl)-3-(2,2,2-trifluoroethyl)pyrrolidine-1-carboxamide